C(C)(C)(C)OCC(=O)N1[C@@H](CN(CC1)C1=NC=C(C=N1)C=1C=CC=2N=C3COCC4(N3C2N1)COC1=C4C=CC=C1)C 2-(tert-butoxy)-1-((2R)-4-(5-(6',8'-dihydro-2H-spiro[benzofuran-3,9'-pyrido[3',2':4,5]imidazo[2,1-c][1,4]oxazin]-2'-yl)pyrimidin-2-yl)-2-methylpiperazin-1-yl)ethanone